CN(C(=O)C=1C=CC=2N(C1)C=C(N2)C(=O)OC(C)(C)C)C tert-butyl 6-(dimethylcarbamoyl)imidazo[1,2-a]pyridine-2-carboxylate